4-(benzyloxy)benzaldehyde C(C1=CC=CC=C1)OC1=CC=C(C=O)C=C1